(S)-1-(1-(3-chlorophenyl)-2-hydroxy-ethyl)-3-(1-(2-((2-chloro-phenyl)amino)pyrimidin-4-yl)-5-methyl-1H-pyrazol-4-yl)urea ClC=1C=C(C=CC1)[C@@H](CO)NC(=O)NC=1C=NN(C1C)C1=NC(=NC=C1)NC1=C(C=CC=C1)Cl